N1(CCCCCC1)C=1C=C(C=CC1C(=O)N1C(CNCC1)C=1C=NN(C1)C)NC(=O)C1CC1 N-[3-(azepan-1-yl)-4-[2-(1-methyl-pyrazol-4-yl)piperazine-1-carbonyl]phenyl]Cyclopropanecarboxamide